ethyl 2-[2-(1-methylcyclopropyl)-7-oxo-spiro[5H-thieno[2,3-c]pyridine-4,1'-cyclopropane]-6-yl]acetate CC1(CC1)C1=CC2=C(C(N(CC23CC3)CC(=O)OCC)=O)S1